((di-tert-butoxyphosphoryl)oxy)methyl (S)-morpholine-3-carboxylate N1[C@@H](COCC1)C(=O)OCOP(=O)(OC(C)(C)C)OC(C)(C)C